thioisatoic acid chloride C=1(C(=S)Cl)C(NC(=O)Cl)=CC=CC1